C(C1=CC=CC=C1)SC=1C(=C(C=CC1OCOC)Br)Cl 3-benzylsulfanyl-1-bromo-2-chloro-4-(methoxymethoxy)benzene